4-(4-((5-cyclopropyl-3-(2,6-dichlorophenyl)isoxazol-4-yl)methoxy)piperidin-1-yl)benzoic acid ethyl ester C(C)OC(C1=CC=C(C=C1)N1CCC(CC1)OCC=1C(=NOC1C1CC1)C1=C(C=CC=C1Cl)Cl)=O